C(CC)OCCCNCCCC=1NC=CN1 N-(3-propoxypropyl)-3-(imidazolyl)propan-1-amine